(1S,2S)-N-(4-(((8-(azetidin-3-yl)-6-cyclopropylimidazo[1,2-a]pyridin-2-yl)methyl)amino)pyridin-2-yl)-2-(3-chlorophenyl)cyclopropane-1-carboxamide N1CC(C1)C=1C=2N(C=C(C1)C1CC1)C=C(N2)CNC2=CC(=NC=C2)NC(=O)[C@@H]2[C@H](C2)C2=CC(=CC=C2)Cl